trimercaptocoronene SC1=C2C(=C(C3=CC=C4C=CC5=CC=C6C=CC(=C1)C1=C2C3=C4C5=C16)S)S